C1(CC1)C#CC1=CC(=C(COC2=CC=CC(=N2)C=2CCN(CC2)CC2=NC3=C(N2C[C@H]2OCC2)C=C(C=C3)C(=O)O)C=C1)F (S)-2-((6-((4-(cyclopropylethynyl)-2-fluorobenzyl)oxy)-3',6'-dihydro-[2,4'-bipyridin]-1'(2'H)-yl)methyl)-1-(oxetan-2-ylmethyl)-1H-benzo[d]imidazole-6-carboxylic acid